NC(C[C@H]1C[C@H](N(C1)C=1C2=C(N=C(N1)C)C1=C(O2)C=CC=C1)C(=O)O)=O (2S,4R)-4-(2-amino-2-oxoethyl)-1-(2-methylbenzofuro[3,2-d]pyrimidin-4-yl)pyrrolidine-2-carboxylic acid